methyl 3-fluoro-4-(4,4,5,5-tetramethyl-1,3,2-dioxaborolan-2-yl)pyridine-2-carboxylate FC=1C(=NC=CC1B1OC(C(O1)(C)C)(C)C)C(=O)OC